C(C=C)OC1=C(C=C(C=O)C=C1)I 4-allyloxy-3-iodo-benzaldehyde